ClC=1C=C2C(=NC1C#CC1=CC=CC=C1)N=C(N2COCC[Si](C)(C)C)O[C@H]2[C@@H]1[C@H](OC2)[C@@H](CO1)OC1OCCCC1 6-chloro-5-(phenylethynyl)-2-(((3R,3aR,6R,6aR)-6-((tetrahydro-2H-pyran-2-yl)oxy)hexahydrofuro[3,2-b]furan-3-yl)oxy)-1-((2-(trimethylsilyl)ethoxy)methyl)-1H-imidazo[4,5-b]pyridine